3-Chloro-2-(3-methyl-1H-1,2,4-triazol-1-yl)-5-nitropyridine ClC=1C(=NC=C(C1)[N+](=O)[O-])N1N=C(N=C1)C